(1R,2S,5S)-3-[(2S)-2-[(2-cyanoacetyl)amino]-3,3-dimethyl-butanoyl]-6,6-dimethyl-3-azabicyclo[3.1.0]hexane-2-carboxylic acid C(#N)CC(=O)N[C@H](C(=O)N1[C@@H]([C@H]2C([C@H]2C1)(C)C)C(=O)O)C(C)(C)C